FC=1C=C(C(=O)NCC2=CC=CC3=C2N(C=N3)C)C=C(C1OC)F 3,5-difluoro-4-methoxy-N-((1-methyl-1H-benzimidazol-7-yl)methyl)benzamide